(S)-3-(2-(1H-indazol-6-yl)-6-(methylcarbamoyl)-1H-benzo[d]imidazol-1-yl)-4,4-dimethylvaleric acid N1N=CC2=CC=C(C=C12)C1=NC2=C(N1[C@@H](CC(=O)O)C(C)(C)C)C=C(C=C2)C(NC)=O